C(C)OC1=C(O[C@H]2CN(CCC2)C2=CN=CC(=N2)NC(C(C)(C)C2=CC=C(C=C2)C(C(=O)OC)(C)C)=O)C=CC=C1 Methyl (R)-2-(4-(1-((6-(3-(2-ethoxyphenoxy)piperidin-1-yl)pyrazin-2-yl)amino)-2-methyl-1-oxopropan-2-yl)phenyl)-2-methylpropanoate